C(C)(C)C1=C(N=C(N1)CC1=CC(=CC(=C1)F)F)C=C1C(NCC(N1)=O)=O (5-isopropyl-1-(3,5-difluorobenzylimidazol-4-yl)methylene)piperazine-2,5-dione